FC([C@@H](C1=CC=C(C=C1)F)NS(=O)(=O)C1=NC=CN=C1)(F)F (R)-N-(2,2,2-trifluoro-1-(4-fluorophenyl)ethyl)pyrazine-2-sulfonamide